ClC=1C=C2C(=NC1)NC=C2C=2SC=C(N2)C=2C=C(C=CC2)[C@@]2(CCN1C2=NC=C1)O (R)-7-(3-(2-(5-chloro-1H-pyrrolo[2,3-b]pyridin-3-yl)thiazol-4-yl)phenyl)-6,7-dihydro-5H-pyrrolo[1,2-a]imidazol-7-ol